2-(2,4-Difluorophenyl)-N-[(3S)-9-fluoro-2-oxo-5-phenyl-2,3-dihydro-1H-1,4-benzodiazepin-3-yl]-5H,6H,7H-pyrazolo[3,2-b][1,3]thiazine-3-carboxamide FC1=C(C=CC(=C1)F)C=1C(=C2SCCCN2N1)C(=O)N[C@@H]1C(NC2=C(C(=N1)C1=CC=CC=C1)C=CC=C2F)=O